(1R,3S,4R)-N-((S)-1-cyano-2-((S)-2-oxopiperidin-3-yl)ethyl)-5,5-difluoro-2-((S)-2-hydroxy-2-phenylacetyl)-2-azabicyclo[2.2.2]octane-3-carboxamide C(#N)[C@H](C[C@H]1C(NCCC1)=O)NC(=O)[C@H]1N([C@H]2CC([C@@H]1CC2)(F)F)C([C@H](C2=CC=CC=C2)O)=O